8-chloro-6-(2-morpholinoethyl)-2-(4-(trifluoromethyl)pyridin-2-yl)quinazolin-4(3H)-one hydrochloride Cl.ClC=1C=C(C=C2C(NC(=NC12)C1=NC=CC(=C1)C(F)(F)F)=O)CCN1CCOCC1